BrC=1C=NN2C1C=CC(=C2)C=2C=NN1C2CCCC1 3'-bromo-4,5,6,7-tetrahydro-3,6'-bipyrazolo[1,5-a]pyridine